C(C)C1=CC1 1-ethylcyclopropene